CC=1C=CC(=NC1)NC(=O)C=1C=C2CCCN(C2=CC1[N+](=O)[O-])C(=O)OC(C)(C)C tert-butyl 6-((5-methylpyridin-2-yl)carbamoyl)-7-nitro-3,4-dihydroquinoline-1(2H)-carboxylate